[C-]1(C=CC=C1)C(=O)[O-].[CH-]1C=CC=C1.[Fe+2] Ferrocencarboxylat